(((1R,2R)-2-methoxycyclopropoxy)methyl)benzene CO[C@H]1[C@@H](C1)OCC1=CC=CC=C1